Cl.NC=1C2=C(N=CN1)N(C(=C2C2=CC=C(C=C2)OC2=NC(=CC=C2)C)C2=C(C=CC=C2)NC(C=C)=O)C N-[2-(4-amino-7-methyl-5-{4-[(6-methylpyridin-2-yl)oxy]phenyl}-7H-pyrrolo[2,3-d]pyrimidin-6-yl)phenyl]prop-2-enamide hydrochloride